CC=1C=C(C=CC1C)C=1NC(C=2N(C1)N=C(C2)C(=O)O)=O 6-(3,4-dimethylphenyl)-4-oxo-4,5-dihydropyrazolo-[1,5-a]pyrazine-2-carboxylic acid